3,3-dimethyl-1-[[4-[5-(trifluoromethyl)-1,2,4-oxadiazol-3-yl]-phenyl]-methyl]-piperidin-2-one CC1(C(N(CCC1)CC1=CC=C(C=C1)C1=NOC(=N1)C(F)(F)F)=O)C